C(C)(C)(C)OC(=O)N1CCC(CC1)C(C(=O)O)CCO 2-(1-(tert-butoxycarbonyl)piperidin-4-yl)-4-hydroxybutanoic acid